2-methyl-2-(4-(trifluoromethyl)phenyl)propyl methanesulfonate CS(=O)(=O)OCC(C)(C1=CC=C(C=C1)C(F)(F)F)C